NC=1C=C2CN(CC2=CC1CC)C(C(F)(F)F)=O 1-(5-amino-6-ethylisoindolin-2-yl)-2,2,2-trifluoroethan-1-one